COC1=CC=C(C=C1)C1=NN2C(=NC=CC2=N1)C1=CC(=C(C(=C1)OC)OC)OC 2-(4-methoxyphenyl)-5-(3,4,5-trimethoxyphenyl)-[1,2,4]triazolo[1,5-c]pyrimidine